magnesium lactate isopropyl-(R or S)-(difluoro(3-(2-(5-fluorothiophen-2-yl)ethyl)-1-(2-(6-methylpyridin-3-yl)propan-2-yl)pyrrolidin-3-yl)methyl)carbamate C(C)(C)N(C([O-])=O)C([C@]1(CN(CC1)C(C)(C)C=1C=NC(=CC1)C)CCC=1SC(=CC1)F)(F)F.C(C(O)C)(=O)[O-].[Mg+2] |o1:8|